2-(3-(2-(2-aminoethoxy)ethoxy)propanamido)-N-(4,5-dimethylthiazol-2-yl)-4-methylbenzamide NCCOCCOCCC(=O)NC1=C(C(=O)NC=2SC(=C(N2)C)C)C=CC(=C1)C